N[C@@H]([C@H](O)C)C(=O)NC=1C=2N=CN([C@]3([C@H](O)[C@H](O)[C@@H](CO)O3)C(N)=O)C2N=CN1 N6-threonyl-carbamoyl-adenosine